N-[5-[4-[(5-cyano-3-methoxy-2-pyridyl)amino]cyclohexoxy]-7-morpholino-1,6-naphthyridin-3-yl]methanesulfonamide C(#N)C=1C=C(C(=NC1)NC1CCC(CC1)OC1=C2C=C(C=NC2=CC(=N1)N1CCOCC1)NS(=O)(=O)C)OC